ClC1=C(C(=C(C(=C1CSCC1=C(C(=C(C(=C1Cl)Cl)Cl)Cl)Cl)Cl)Cl)Cl)Cl pentachlorophenylmethyl sulfide